methyl (2R,4S)-2-(3-chloropropyl)-4-(3-iodophenoxy)pyrrolidine-2-carboxylate ClCCC[C@]1(NC[C@H](C1)OC1=CC(=CC=C1)I)C(=O)OC